C(C)(C)(C)C=1SC(=CN1)C(=O)NCC1=C(C=C(C=C1)C1=NC(=NC=C1)NC1=NN2C(CNCC2)=C1)C 2-(tert-butyl)-N-(2-methyl-4-(2-((4,5,6,7-tetrahydropyrazolo[1,5-a]pyrazin-2-yl)amino)pyrimidin-4-yl)benzyl)thiazole-5-carboxamide